OC(COC=1C=C(C=2N(C1)N=CC2C#N)C=2C=NC(=CC2)N2CCS(CC2)=NCC(C)C)(C)C 6-(2-hydroxy-2-methylpropyloxy)-4-(6-(1-(isobutylimino)-1-thiomorpholino)pyridin-3-yl)pyrazolo[1,5-a]pyridine-3-carbonitrile